2-(4-(Benzyloxy)-3-methylphenyl)acetic acid methyl ester COC(CC1=CC(=C(C=C1)OCC1=CC=CC=C1)C)=O